FC1=C(C=CC2=C1N=C(O2)C2=NCCC1=C2N=CN1)F 4-(4,5-difluorobenzo[d]oxazol-2-yl)-6,7-dihydro-1H-imidazo[4,5-c]pyridin